O1CCN(CC1)C1=NC(=NC=C1)N[C@@H]1CN(C[C@H]1OCC1=CC=C(C=C1)C(F)(F)F)C(C=C)=O 1-((3R,4R)-3-(4-morpholinopyrimidin-2-ylamino)-4-(4-(trifluoromethyl)benzyloxy)pyrrolidin-1-yl)prop-2-en-1-one